[Ru].[Ru].[Ru].[U] uranium triruthenium